7-methyl-3,4-dihydro-2H-chromen-5,8-dione CC1=CC(C=2CCCOC2C1=O)=O